4-amino-N-(benzo[d]oxazol-2-yl)-1-(1-(but-2-enoyl)piperidin-3-yl)-1H-pyrazolo[3,4-d]pyrimidine-3-carboxamide NC1=C2C(=NC=N1)N(N=C2C(=O)NC=2OC1=C(N2)C=CC=C1)C1CN(CCC1)C(C=CC)=O